C(C)OC(C(C[C@]1([C@@H](C=CC1=O)NC1=C(C=CC=C1)Cl)C1=CC=C(C=C1)OC)(F)F)=O 3-((1r,2r)-2-((2-chlorophenyl)amino)-1-(4-methoxyphenyl)-5-oxocyclopent-3-en-1-yl)-2,2-difluoropropionic acid ethyl ester